tert-butyl (R)-4-ethyl-3,4,8,9,10,11-hexahydronaphtho[1,2-f][1,4]oxazepine-2(1H)-carboxylate C(C)[C@H]1OC2=C(CN(C1)C(=O)OC(C)(C)C)C=1CCCCC1C=C2